tert-butyl N-[(2S)-1-(cyclopropylcarbamoyl)-1-hydroxy-3-[(6R*)-5-oxo-4-azaspiro[2.4]heptan-6-yl]propan-2-yl]carbamate C1(CC1)NC(=O)C([C@H](C[C@H]1C(NC2(CC2)C1)=O)NC(OC(C)(C)C)=O)O |o1:9|